(ethane-1,2-diylbis(oxy))bis(ethane-2,1-diyl) bis(3-(3-(tert-butyl)-4-hydroxy-5-methylphenyl)propanoate) C(C)(C)(C)C=1C=C(C=C(C1O)C)CCC(=O)OCCOCCOCCOC(CCC1=CC(=C(C(=C1)C)O)C(C)(C)C)=O